(RS)-1-(3-chlorophenyl)ethanol ClC=1C=C(C=CC1)[C@@H](C)O |r|